FC(C1=NNC=2N(CCCC21)CC21CC(C2)(C1)C(=O)OC)(F)F methyl 3-[[3-(trifluoromethyl)-1,4,5,6-tetrahydropyrazolo[3,4-b]pyridine-7-yl]methyl]bicyclo[1.1.1]pentane-1-carboxylate